BrC=1C=C(N2N=CN=C(C21)N)[C@@H]2CC[C@@H](CC2)N2CCN(CC2)C 5-bromo-7-((cis)-4-(4-methylpiperazin-1-yl)cyclohexyl)pyrrolo[2,1-f][1,2,4]triazin-4-amine